2-iodo-N-[rac-(3S,4R)-3-fluoro-4-piperidyl]-3-(trifluoromethylsulfanyl)pyrazolo[1,5-a]pyridin-7-amine IC1=NN2C(C=CC=C2N[C@H]2[C@H](CNCC2)F)=C1SC(F)(F)F |r|